NC1=CC=C(C=C1)C=1C[C@@H](N([C@@H](C1)C)C(=O)OC(C)(C)C)C tert-butyl (2S,6R)-4-(4-aminophenyl)-2,6-dimethyl-3,6-dihydro-2H-pyridine-1-carboxylate